Ethyl 2-(2,6-dibromo-4-((2,5-dioxo-3-(4-(trifluoromethyl)phenyl) imidazolidin-1-yl)methyl) phenoxy)-2-methylpropionate BrC1=C(OC(C(=O)OCC)(C)C)C(=CC(=C1)CN1C(N(CC1=O)C1=CC=C(C=C1)C(F)(F)F)=O)Br